N-Palmitoyl-α-methyl-L-tyrosine C(CCCCCCCCCCCCCCC)(=O)N[C@@](CC1=CC=C(C=C1)O)(C(=O)O)C